Ethyl 2-(2,4-difluorophenyl)pyrazolo[1,5-a]pyrimidine-3-carboxylate FC1=C(C=CC(=C1)F)C1=NN2C(N=CC=C2)=C1C(=O)OCC